tert-Butyl (R)-2-(4-(benzyloxy)-3-nitrobenzyl)-5-oxopyrrolidine-1-carboxylate C(C1=CC=CC=C1)OC1=C(C=C(C[C@@H]2N(C(CC2)=O)C(=O)OC(C)(C)C)C=C1)[N+](=O)[O-]